(R)-5-(1-(6-(2-(3-chlorophenyl)-2-hydroxyacetyl)-4-oxo-3,4,5,6,7,8-hexahydropyrido[4,3-d]pyrimidin-2-yl)cyclopropyl)thiophene-3-carbonitrile ClC=1C=C(C=CC1)[C@H](C(=O)N1CC2=C(N=C(NC2=O)C2(CC2)C2=CC(=CS2)C#N)CC1)O